C(C)(=O)N1N=C(C2=C1N=C(N(C2=O)C)N2CCC1([C@@H]([C@@H](OC1)C)NC(OC(C)(C)C)=O)CC2)I tert-butyl ((3S,4S)-8-(1-acetyl-3-iodo-5-methyl-4-oxo-4,5-dihydro-1H-pyrazolo[3,4-d]pyrimidin-6-yl)-3-methyl-2-oxa-8-azaspiro[4.5]decan-4-yl)carbamate